4-Amino-1-(1-benzofuran-6-yl)-2-oxo-7-(trifluoromethyl)-1,2-dihydroquinoline-3-carboxylic acid methyl ester COC(=O)C=1C(N(C2=CC(=CC=C2C1N)C(F)(F)F)C1=CC2=C(C=CO2)C=C1)=O